3-((2-methylpyridin-4-yl)amino)-N-(3-(pyridazin-4-ylamino)phenyl)benzamide CC1=NC=CC(=C1)NC=1C=C(C(=O)NC2=CC(=CC=C2)NC2=CN=NC=C2)C=CC1